6-amino-1,3-diethyl-pyrimidine-2,4-dione NC1=CC(N(C(N1CC)=O)CC)=O